tert-butyl (3aR,6aR)-2-(5-isopropoxy-2-pyridyl)-1,3,3a,4,6,6a-hexahydropyrrolo[3,4-c]pyrrole-5-carboxylate C(C)(C)OC=1C=CC(=NC1)N1C[C@@H]2CN(C[C@H]2C1)C(=O)OC(C)(C)C